5-benzisoxazolylmethyl carbamate C(N)(OCC=1C=CC2=C(C=NO2)C1)=O